CC1COCCN1[C@@H]1N=CC2=C(N1CC1=C(C=CC=C1)C(F)(F)F)N=CC=C2 (R)-2-(3-methylmorpholino)-N-(2-(trifluoromethyl)benzyl)pyrido[2,3-d]pyrimidin